NC=1C=C(C=C(C1)C=1N=NN(C1)C)NC(OC)=O Methyl (3-amino-5-(1-methyl-1H-1,2,3-triazol-4-yl)phenyl)carbamate